C(C)OC1=NC=CC=C1C1=NC=2CNCC3(C2C=C1)CCN(CC3)C(=O)C=3C(=NC(=CC3)OCCC)C(F)(F)F (2'-(2-ethoxypyridin-3-yl)-7',8'-dihydro-6'H-spiro[piperidine-4,5'-[1,7]naphthyridin]-1-yl)(6-propoxy-2-(trifluoromethyl)pyridin-3-yl)methanone